FC=1C(=CC=C2C(=CN=C(C12)N)I)C1=CN=C2N1C=CC(=C2)F 8-Fluoro-7-(7-fluoroimidazo[1,2-a]pyridin-3-yl)-4-iodoisoquinolin-1-amine